(6R,7S)-6-fluoro-12-hydroxy-6-methyl-1,11-dioxo-N-(2,4,6-trifluorobenzyl)-1,4,5,6,7,11-hexahydro-3H-2,7-methanopyrido[1,2-a][1,4]diazonine-10-carboxamide F[C@@]1(CCCN2C(C=3N([C@H]1C2)C=C(C(C3O)=O)C(=O)NCC3=C(C=C(C=C3F)F)F)=O)C